C1(CCCC1)CN1CC(CCC1)C1=CC=C(C=C1)C1=CC=C(C=C1)F 1-(cyclopentylmethyl)-3-(4'-fluoro-[1,1'-biphenyl]-4-yl)piperidine